O=C1N(CC2=C3C(=CC=C12)C1(CCN(CC1)CC1=CC=C(C=C1)C(F)(F)F)CO3)C3C(NC(CC3)=O)=O 3-(6-oxo-1'-(4-(trifluoromethyl)benzyl)-6,8-dihydro-2H,7H-spiro[furo[2,3-e]isoindole-3,4'-piperidin]-7-yl)piperidine-2,6-dione